S1CN=NN=C1 2H-1,3,4,5-thiatriazine